[Pd](Cl)Cl.C(C)(C)(C)P([C-]1C=CC=C1)C(C)(C)C.[C-]1(C=CC=C1)P(C(C)(C)C)C(C)(C)C.[Fe+2] 1,1'-bis(di-t-butylphosphino)ferrocene palladium(II) dichloride